(1S,3S)-3-amino-N-methylcyclopentanecarboxamide hydrochloride Cl.N[C@@H]1C[C@H](CC1)C(=O)NC